FS(C1=CC=C(C=C1)N1N=C(C2=CC=CC=C12)CNC(OC(C)(C)C)=O)(F)(F)(F)F tert-butyl ((1-(4-(pentafluoro-λ6-sulfanyl)phenyl)-1H-indazol-3-yl)methyl)carbamate